C(C)(CC)C=1C(=C(C=CC1NCC(CCCC)CC)NCC(CCCC)CC)C(C)CC di-sec-butyl-N1,N4-Bis(2-ethylhexyl)benzene-1,4-diamine